(Z)-3-butyl-8-((2-fluoro-3-hydroxyprop-1-en-1-yl)oxy)-2-methyl-7-(methylthio)-5-phenyl-2,3,4,5-tetrahydrobenzo[f][1,2,5]thiadiazepine 1,1-dioxide C(CCC)C1N(S(C2=C(N(C1)C1=CC=CC=C1)C=C(C(=C2)O\C=C(\CO)/F)SC)(=O)=O)C